N=1NN=NC1C1=C(C=CC=C1)C1=NC(=CC(=C1)NC(CN1C=NC=C1)=O)N(CCC)CC1=CC=CC=C1 N-(2-(2-(2H-tetrazol-5-yl)phenyl)-6-(benzyl(propyl)amino)pyridin-4-yl)-2-(1H-imidazol-1-yl)acetamide